C1(CC1)C=1NC(=NN1)C=1C=CC(=C(C1)NC(=O)C=1C=NN2C1C=CC=C2)C N-[5-(5-Cyclopropyl-4H-1,2,4-triazol-3-yl)-2-methylphenyl]pyrazolo[1,5-a]pyridine-3-carboxamide